CN1C=C(C=2C1=NC(=CC2)B2OC(C(O2)(C)C)(C)C)C=O 1-Methyl-6-(4,4,5,5-tetramethyl-1,3,2-dioxaborolan-2-yl)-1H-pyrrolo[2,3-b]pyridine-3-carbaldehyde